C(C)OC=1C=C(C=CC1C=1NC(C2=C(N1)NN=N2)=O)C2=CC(=CC=C2)CCC(=O)NO 3-(3'-ethoxy-4'-(7-oxo-6,7-dihydro-3H-[1,2,3]triazolo[4,5-d]pyrimidin-5-yl)-[1,1'-biphenyl]-3-yl)-N-hydroxypropanamide